ClC=1C(=C2C(=NC1)NC(=N2)C2=CC=C(C=C2)N2CCC(CC2)CCOC)NC2CCN(CC2)C 6-Chloro-2-{4-[4-(2-methoxyethyl)piperidin-1-yl]phenyl}-N-(1-methylpiperidin-4-yl)-3H-imidazo[4,5-b]pyridin-7-amine